N-(4,4-difluorocyclohexyl)-5-(thieno[3,2-c]pyridin-2-yl)-7H-pyrrolo[2,3-d]pyrimidin-2-amine FC1(CCC(CC1)NC=1N=CC2=C(N1)NC=C2C2=CC=1C=NC=CC1S2)F